FC1=NC=CC(=C1)C=1C=NC=2N(C1)C=C(N2)COC2=CC=CC=C2 6-(2-fluoropyridin-4-yl)-2-phenoxymethylimidazo[1,2-a]pyrimidine